ethyl 6-but-3-enyl-4-(3-cyclopropyl-3-hydroxybut-1-ynyl)-2-methyl-7-oxo-1H-pyrrolo[2,3-c]pyridine-3-carboxylate C(CC=C)N1C(C2=C(C(=C1)C#CC(C)(O)C1CC1)C(=C(N2)C)C(=O)OCC)=O